NC=1SC(=C(N1)C(C)C)C(=O)OCC ethyl 2-amino-4-isopropyl-thiazole-5-carboxylate